ClC=1C=NC(=C(C(=O)NC2CCC(CC2)CN2C(N(C3=C2C=CC=C3)C=3C=NC(=CC3)NC[C@@H]3OCCC3)=O)C1)C 5-chloro-2-methyl-N-((1R,4r)-4-((2-oxo-3-(6-((((R)-tetra-hydrofuran-2-yl)methyl)amino)pyridin-3-yl)-2,3-dihydro-1H-benzo[d]imidazol-1-yl)methyl)cyclohexyl)nicotinamide